1-(mercapto-methyl)-cyclopropylacetic acid SCC1(CC1)CC(=O)O